C1=CSNN1 dihydrothiadiazole